N-ethyl-2-((5-(2-(6-(ethyl-(methyl)amino)-2-methylhexan-3-yl)-2,6-diazaspiro[3.4]octan-6-yl)-1,2,4-triazin-6-yl)oxy)-5-fluoro-N-isopropylbenzamide C(C)N(C(C1=C(C=CC(=C1)F)OC1=C(N=CN=N1)N1CC2(CN(C2)C(C(C)C)CCCN(C)CC)CC1)=O)C(C)C